(N-(2-(((4-(4-(3-bromo-4-fluorophenyl)-5-oxo-4,5-dihydro-1,2,4-oxadiazol-3-yl)-1,2,5-oxadiazol-3-yl)amino)oxy)ethyl)sulfonamide) dimethylcarbamate CN(C(O)=O)C.BrC=1C=C(C=CC1F)N1C(=NOC1=O)C=1C(=NON1)NOCCNS(=O)=O